OC1CN(CCC1)CC1=CC(NC(N1)=O)=O 6-((3-hydroxypiperidin-1-yl)methyl)pyrimidine-2,4(1H,3H)-dione